ethyl 4-(3-(N,N-bis(4-methoxybenzyl)sulfamoyl)-4-((2-((tert-butoxycarbonyl)amino)propyl)sulfonyl)-2-(2-(4-methoxybenzyl)-2H-tetrazol-5-yl)phenyl)-1H-benzo[d]imidazole-2-carboxylate COC1=CC=C(CN(S(=O)(=O)C=2C(=C(C=CC2S(=O)(=O)CC(C)NC(=O)OC(C)(C)C)C2=CC=CC=3NC(=NC32)C(=O)OCC)C=3N=NN(N3)CC3=CC=C(C=C3)OC)CC3=CC=C(C=C3)OC)C=C1